ClC=1C=CC(=C(C1)C1=CC(=C(N=N1)N(CC1C(OCC1)=O)C)C(=O)OC(C)(C)C)F tert-butyl 6-(5-chloro-2-fluorophenyl)-3-{methyl[(2-oxooxolan-3-yl)methyl]amino}pyridazine-4-carboxylate